(1S)-6-bromo-1-[(1,3-dioxan-5-yl)methyl]-2-[4-(trifluoromethyl)-1,3,5-triazin-2-yl]-2,3,4,9-tetrahydro-1H-pyrido[3,4-b]indole BrC=1C=C2C3=C(NC2=CC1)[C@@H](N(CC3)C3=NC=NC(=N3)C(F)(F)F)CC3COCOC3